isobutyl 5-(1-aminoisoquinolin-7-yl)-3-(2-(2-ethoxy-2-oxoethyl) phenoxy)-2,3-dihydrospiro[indene-1,4'-piperidine]-1'-carboxylate NC1=NC=CC2=CC=C(C=C12)C=1C=C2C(CC3(CCN(CC3)C(=O)OCC(C)C)C2=CC1)OC1=C(C=CC=C1)CC(=O)OCC